C(C)OC(CN1CCNCC1)=O 2-(piperazin-1-yl)acetic acid ethyl ester